O[C@@H]1[C@H](CNC1)NC(OC(C)(C)C)=O tert-butyl ((3S,4S)-4-hydroxypyrrolidin-3-yl)carbamate